3-[8-dimethylamino-3-[(4-methoxyphenyl)-methyl]-2-oxo-8-phenyl-1,3-diazaspiro[4.5]decan-1-yl]-propionitrile CN(C1(CCC2(CN(C(N2CCC#N)=O)CC2=CC=C(C=C2)OC)CC1)C1=CC=CC=C1)C